Cl.CC1(CNC1)C1=CC=CC=C1 3-methyl-3-phenyl-azetidine-HCl